CC=1C=C(C=C(C1)C)NCCC1=CC=C(C=C1)O 4-(2-((3,5-dimethylphenyl)amino)ethyl)phenol